ClC=1C=C(C=CC1)C1CCN(CC1)C(=O)N 4-(3-chlorophenyl)piperidine-1-carboxamide